N1=C(C=CC=C1)CNC(C)=O N-(2-pyridylmethyl)acetamide